5-fluoro-8-(4-fluorophenyl)-9-(oxazolidine-2,4-dione-3-yl)-8,9-dihydro-2H-pyrido[4,3,2-de]phthalazin-3(7H)-one-7-carboxylic acid tert-butyl ester C(C)(C)(C)OC(=O)N1C(C(C2=NNC(C=3C=C(C=C1C23)F)=O)N2C(OCC2=O)=O)C2=CC=C(C=C2)F